ClC1=C(C=CC(=C1)OC(F)(F)F)B(O)O 2-chloro-4-(trifluoro-methoxy)phenylboronic acid